P(=O)(OC(C)CC)(OC(C)CC)OC(C)CC tri-(2-butyl) phosphate